N-(6-chloro-3-(methylsulfonyl)-5-vinylpyridin-2-yl)trimethylacetamide ClC1=C(C=C(C(=N1)NC(C(C)(C)C)=O)S(=O)(=O)C)C=C